O.O.C(=O)([O-])C(O)C(O)C(=O)[O-].[Na+].[Na+] di-sodium tartrate dihydrate